[4-[(3S)-1-(3-fluoropropyl)pyrrolidin-3-yl]oxyphenyl]-4-indolin-6-yl-2,3-dihydro-1-benzoxepin-8-ol FCCCN1C[C@H](CC1)OC1=CC=C(C=C1)C1OC2=C(C=C(C1)C1=CC=C3CCNC3=C1)C=CC(=C2)O